Di-(4-Aminophenyl)Methan NC1=CC=C(C=C1)CC1=CC=C(C=C1)N